2-[4-chloro-3-[[4-[[(2R)-thiacyclopropyl-2-yl]methoxy]phenyl]methyl]phenyl]-6-methylsulfanyltetrahydropyran-3,4,5-triol ClC1=C(C=C(C=C1)C1OC(C(C(C1O)O)O)SC)CC1=CC=C(C=C1)OC=C1SC1